(1S,4S)-2-{4-[7-(aminocarbonyl)-2H-indazol-2-yl]benzyl}-5-methyl-2,5-diazabicyclo[2.2.1]heptane NC(=O)C1=CC=CC2=CN(N=C12)C1=CC=C(CN2[C@@H]3CN([C@H](C2)C3)C)C=C1